1-methylvinyl-phenylpropanone (2R,3R,4R,5R)-2-(acetoxymethyl)-5-(2-amino-6-(methylamino)-9H-purin-9-yl)-4-fluoro-4-methyltetrahydrofuran-3-yl-propionate C(C)(=O)OC[C@H]1O[C@H]([C@]([C@@H]1OC(CC)=O)(C)F)N1C2=NC(=NC(=C2N=C1)NC)N.CC(=C)C(C(C)=O)C1=CC=CC=C1